FC(C1=CC=C2C=NC(NC2=C1)=O)(F)F 7-(trifluoro-methyl)quinazolin-2(1H)-one